C(C1=CC=CC=C1)OC1=NC(=CC=C1NC(CC1=C(C=CC=C1Br)Br)=O)OCC1=CC=CC=C1 N-[2,6-bis(benzyloxy)pyridin-3-yl]-2-(2,6-dibromophenyl)acetamide